OC[C@H](C1=CC=CC=C1)NC1=NC(=NC=C1C=1OC=NN1)NC1=CC=C2C(N=CN(C2=C1)C)=O (S)-7-(4-(2-hydroxy-1-phenylethylamino)-5-(1,3,4-oxadiazol-2-yl)pyrimidin-2-ylamino)-1-methylquinazolin-4(1H)-one